CON(C(=O)[C@H]1N(CCN(C1)C(=O)O)C(=O)O)C (S)-2-(methoxy(methyl)carbamoyl)piperazine-1,4-dicarboxylic acid